methyl 6'-methylene-3'-oxotetrahydrospiro[cyclopropane-1,1'-pyrrolizine]-7a'(5'H)-carboxylate C=C1CN2C(CC3(C2(C1)C(=O)OC)CC3)=O